bis(dodecyloxy)azobenzene C(CCCCCCCCCCC)OC1=CC=C(C=C1)N=NC1=CC=C(C=C1)OCCCCCCCCCCCC